FC(OC1=C(C=C(C=C1)/C=C/C(=O)C1=CC=C(C=C1)S(=O)(=O)NCCC(=O)O)OC)F 3-[[4-[(E)-3-[4-(Difluoromethoxy)-3-methoxyphenyl]prop-2-enoyl]phenyl]sulfonylamino]propanoic acid